C(C1=CC=CC=C1)N1S(N(C[C@H]1C(=O)NC=1C=C(C=CC1)C)C)(=O)=O (3S)-2-benzyl-5-methyl-N-(m-tolyl)-1,1-dioxo-1,2,5-thiadiazolidine-3-carboxamide